CN(C1=CC=C(C=C1)C1=C2C=CN(C2=NC=N1)[C@H]1[C@H](O)[C@H](O)[C@H](O1)CO)C 6-(4-(Dimethylamino)phenyl)-9-β-D-ribofuranosyl-7-deazapurine